N-(5-chloro-6-(2H-1,2,3-triazol-2-yl)pyridin-3-yl)-5-methyl-6-(quinolin-5-yl)nicotinamide ClC=1C=C(C=NC1N1N=CC=N1)NC(C1=CN=C(C(=C1)C)C1=C2C=CC=NC2=CC=C1)=O